Benzoic acid 2-naphthalenyl ester C1=C(C=CC2=CC=CC=C12)OC(C1=CC=CC=C1)=O